2-[3-{2-[(2S,3S)-3-fluoro-2-methyl-azetidin-1-yl]-6-(trifluoromethyl)pyrimidin-4-yl}-2-Oxo-3-azabicyclo[3.1.0]hexane-6-yl]acetic acid F[C@@H]1[C@@H](N(C1)C1=NC(=CC(=N1)N1C(C2C(C2C1)CC(=O)O)=O)C(F)(F)F)C